OCCC1=C(C(=O)O)C=CC(=C1)C(=O)O Mono-(2-hydroxyethyl)terephthalic acid